C(C)(C)(C)C=1C=2N(N=CC1C(=O)N(C)[C@H]1CCOC3=C1C=CC=C3)C(=C(C2)C)C2=C(C(=CC(=C2)F)Cl)Cl 4-tert-butyl-7-(2,3-dichloro-5-fluorophenyl)-N-[(4S)-3,4-dihydro-2H-1-benzopyran-4-yl]-N,6-dimethylpyrrolo[1,2-b]pyridazine-3-carboxamide